C(C=C)NCCCNCC=C 1,3-di(allylamino)propane